FC1=C(C=CC=C1)C1=C(C(=CN1)CN(C(OC(C)(C)C)=O)C)OC tert-butyl ((5-(2-fluorophenyl)-4-methoxy-1H-pyrrol-3-yl)methyl)(methyl)carbamate